OC=1C(C2=CC(=CC(=C2C(C1O)=O)O)O)=O 2,3,5,7-tetrahydroxynaphthoquinone